(S)-N-(4-(5-((2-(methoxymethyl)pyrrolidin-1-yl)amino)-5-oxopentyl)-1-phenyl-1H-imidazol-2-yl)-3-(1H-pyrazol-4-yl)benzamide COC[C@H]1N(CCC1)NC(CCCCC=1N=C(N(C1)C1=CC=CC=C1)NC(C1=CC(=CC=C1)C=1C=NNC1)=O)=O